ClC=1C=CC(=C2C(=NN(C12)COCC[Si](C)(C)C)C)C=1NN=NC1 7-chloro-3-methyl-4-(3H-1,2,3-triazol-4-yl)-1-{[2-(trimethylsilyl)ethoxy]methyl}indazole